C(=O)=C1CC=CC=2CC=3C=NC(=C(C3C12)C#N)N1CCCCC1 5-carbonyl-3-(piperidin-1-yl)-9H-indeno[2,1-c]pyridine-4-carbonitrile